(5-(4-(trifluoromethyl)-phenoxy)-3,4-dihydro-isoquinolin-2(1H)-yl)(1-(vinylsulfonyl)piperidin-4-yl)methanone FC(C1=CC=C(OC2=C3CCN(CC3=CC=C2)C(=O)C2CCN(CC2)S(=O)(=O)C=C)C=C1)(F)F